amino-3-((R)-3-(3-methyl-2-oxoImidazolidin-1-yl)piperidin-1-yl)-1,2,4-triazine-6-carboxamide NC=1N=C(N=NC1C(=O)N)N1C[C@@H](CCC1)N1C(N(CC1)C)=O